(2-(6-ethyl-4,4-dimethylcyclohex-1-en-1-yl)ethyl)-1,3-dioxolane C(C)C1CC(CC=C1CCC1OCCO1)(C)C